tert-butyl N-(4-carbamoyl-1-[[2-fluoro-3-(4-hydroxybutyl)phenyl](methyl)amino]butan-2-yl)carbamate C(N)(=O)CCC(CN(C)C1=C(C(=CC=C1)CCCCO)F)NC(OC(C)(C)C)=O